NC1=CC=C2N=C3C=CC(=CC3=C(C2=C1)NCCCO)S(=O)(=O)CCCO 7-amino-9-(3-hydroxypropyl)amino-2-[(3-hydroxypropyl)sulfonyl]-acridine